4-[1-(4-{5-[5-Fluoro-6-(2-methoxyethoxy)-1H-indazol-3-yl]-1,2-oxazol-3-yl}benzoyl)azetidin-3-yl]morpholin-3-one FC=1C=C2C(=NNC2=CC1OCCOC)C1=CC(=NO1)C1=CC=C(C(=O)N2CC(C2)N2C(COCC2)=O)C=C1